[B].[Fe].[Nd].[Ga].NCC(C(=O)NC=1C=CC=C2C(=CNC12)C=1C=NNC1)C1=CC=C(C=C1)OCCOC 3-amino-2-[4-(2-methoxyethoxy)phenyl]-N-[3-(1H-pyrazol-4-yl)-1H-indol-7-yl]propanamide gallium neodymium iron boron